ClC1=C(C=CC=C1C1=C(C(=NC=C1)NC1=C(C(=CC=C1)C=C)F)Cl)C1=CC=C(C(=N1)OC)CN(C(OC(C)(C)C)=O)C[C@H]1NC(CC1)=O tert-butyl (S)-((6-(2-chloro-3-(3-chloro-2-((2-fluoro-3-vinylphenyl)amino)pyridin-4-yl)phenyl)-2-methoxypyridin-3-yl)methyl)((5-oxopyrrolidin-2-yl)methyl)carbamate